C(C)C(CC)NC=1C=C(C=2N(N1)C(=NN2)C(C)C)NC(=O)C2=NC=CC=C2 N-[6-(1-ethylpropylamino)-3-isopropyl-[1,2,4]triazolo[4,3-b]pyridazin-8-yl]pyridine-2-carboxamide